N-((2S)-1,1-dicyclopropyl-3-((2-fluoro-4-(1-oxo-1-((2,2,2-trifluoroethyl)amino)propan-2-yl)-5-(pyrrolidin-1-yl)phenyl)amino)-3-oxopropan-2-yl)-1-isopropyl-1H-pyrazole-5-carboxamide C1(CC1)C([C@@H](C(=O)NC1=C(C=C(C(=C1)N1CCCC1)C(C(NCC(F)(F)F)=O)C)F)NC(=O)C1=CC=NN1C(C)C)C1CC1